1-(3-chloro-5-fluoro-4-pyridinyl)ethanone ClC=1C=NC=C(C1C(C)=O)F